ClC1=C(C=CC=C1)CN1N=C(C=C1C=1SC(=CC1)OCC(C)C)COC(C(=O)O)(C)C 2-([1-[(2-Chlorophenyl)methyl]-5-[5-(2-methylpropoxy)thien-2-yl]-1H-pyrazol-3-yl]methoxy)-2-methylpropanoic acid